Cl.NCC1(CCCCC1)O aminomethyl-1-cyclohexanol hydrochloride